1-ethyl-3-methyl-6-(naphthalen-1-ylmethyl)-2,4-dioxo-2,3,4,6-tetrahydro-1H-pyrrolo[3,4-d]Pyrimidine-5-carboxylic acid C(C)N1C(N(C(C=2C1=CN(C2C(=O)O)CC2=CC=CC1=CC=CC=C21)=O)C)=O